OC(CC(C(=O)[O-])(CCCCCC)C)CC(C(=O)[O-])(CCCCCC)C 2-hydroxypropane-1,3-diylbis(2-methyl octanoate)